6-(3-hydroxycyclohexyl)-3-(2-methyloct-2-yl)phenolate OC1CC(CCC1)C1=CC=C(C=C1[O-])C(C)(CCCCCC)C